2-[(1S)-1-(2-aminoethyl)-5-{5-chloro-2-[(oxacyclohex-4-yl)amino]pyrimidin-4-yl}-3-oxo-2,3-dihydro-1H-isoindol-2-yl]-N-[(1R)-1-(3-methoxyphenyl)ethyl]acetamide NCC[C@@H]1N(C(C2=CC(=CC=C12)C1=NC(=NC=C1Cl)NC1CCOCC1)=O)CC(=O)N[C@H](C)C1=CC(=CC=C1)OC